NC([C@H](CCC(=O)OC(C)(C)C)N1C(C2=CC(=C(C=C2C1=O)N1CCC(CC1)C(OC)OC)F)=O)=O (S)-tert-butyl 5-amino-4-(5-(4-(dimethoxymethyl)piperidin-1-yl)-6-fluoro-1,3-dioxoisoindolin-2-yl)-5-oxopentanoate